O=C1NC(CCC1N1C(C2=C3C(C(=CC=C13)N1CCN(CC1)C(=O)OC(C)(C)C)=CC=C2)=O)=O tert-butyl 4-(1-(2,6-dioxopiperidin-3-yl)-2-oxo-1,2-dihydrobenzo[cd]indol-6-yl)piperazine-1-carboxylate